4-chloro-6-{hexahydro-1H-pyrrolo[1,2-a]pyrazin-2-yl}-2-[(4-methoxyphenyl)methoxy]-1,8-naphthyridine ClC1=CC(=NC2=NC=C(C=C12)N1CC2N(CC1)CCC2)OCC2=CC=C(C=C2)OC